(5r,8r)-8-(8'-Chloro-4'H,6'H-spiro[1,3-dioxolan-2,5'-[1,2,4]triazolo[4,3-a][1]benzazepin]-1'-yl)-2-(propan-2-yl)-2-azaspiro[4.5]decan-1-on ClC=1C=CC2=C(CC3(CC=4N2C(=NN4)C4CCC2(CCN(C2=O)C(C)C)CC4)OCCO3)C1